1-(5-methoxy-2-methyl-4-nitrophenyl)-4-(piperidin-4-ylmethyl)piperazine COC=1C(=CC(=C(C1)N1CCN(CC1)CC1CCNCC1)C)[N+](=O)[O-]